C1(CC1)C(=O)NC[C@H]1N(CCC2=CC=CC(=C12)O[C@@H]1CN(CC1)C(=O)C1=CN=CS1)C(=O)[C@H]1[C@H](CCCC1)C(=O)NC (1S,2R)-2-((S)-1-(cyclopropanecarboxamidomethyl)-8-(((S)-1-(thiazole-5-carbonyl)pyrrolidin-3-yl)oxy)-1,2,3,4-tetrahydroisoquinoline-2-carbonyl)-N-methylcyclohexane-1-carboxamide